(R)-5-(4-chloro-2-fluorophenyl)-7-(3-(difluoromethyl)pyrrolidin-1-yl)-2,3-dimethylpyrido[4,3-d]pyrimidin-4(3H)-one ClC1=CC(=C(C=C1)C1=NC(=CC=2N=C(N(C(C21)=O)C)C)N2C[C@@H](CC2)C(F)F)F